N-(cyclopropylsulfonyl)-5-((4-fluorobenzyl)oxy)-2-methylbenzofuran-3-carboxamide C1(CC1)S(=O)(=O)NC(=O)C1=C(OC2=C1C=C(C=C2)OCC2=CC=C(C=C2)F)C